CS(=O)(=NC)C1=CC2=C([C@@H](CO2)NC)C=C1 methyl((S)-3-(methylamino)-2,3-dihydrobenzofuran-6-yl)(methylimino)-λ6-sulfanone